3,7-DIMETHYL-7-OCTEN-1-OL CC(CCO)CCCC(=C)C